N1N=CC=2C=NC=CC21 1H-Pyrazolo[4,3-c]pyridin